ClC(=C[C@@H]1C([C@H]1C(=O)O)(C)C)Cl trans-3-(2,2-dichlorovinyl)-2,2-dimethylcyclopropanecarboxylic acid